N-(1-(tert-butyl)-3-((2S,4S)-4-((tert-butyldimethylsilyl)oxy)tetrahydrofuran-2-yl)-1H-pyrazol-5-yl)-2-(methoxymethyl)pyrazolo[1,5-a]pyrazin-4-amine C(C)(C)(C)N1N=C(C=C1NC=1C=2N(C=CN1)N=C(C2)COC)[C@H]2OC[C@H](C2)O[Si](C)(C)C(C)(C)C